C(C)OC(CNC(=O)C1CC(CCC1C(C)C)C)=O (menthane-carbonyl)glycine ethyl ester